C(\C=C/C(=O)OC1CC(CCC1C(C)C)C)(=O)OC1CC(CCC1C(C)C)C dimenthyl maleate